C(C)OC([C@@H](NC(=O)C=1N(N=CC1)CCS(=O)(=O)C)C1CCC(CC1)C)=O.FC(C=1C=C(C(C=O)=C(C1)[2H])[2H])(F)F 4-(trifluoromethyl)benzaldehyde-2,6-d2 ethyl-(2S)-2-(4-methylcyclohexyl)-2-[[2-(2-methylsulfonylethyl)pyrazole-3-carbonyl]amino]acetate